2-methoxy-N-[[(methyl)amino]sulfonyl]-benzamide COC1=C(C(=O)NS(=O)(=O)NC)C=CC=C1